2-(2-(3-chloro-4-(9-(5-chloro-2-methoxybenzyl)-6-(1-methylcyclopropoxy)-9H-purin-8-yl)phenoxy)ethoxy)acetic acid ClC=1C=C(OCCOCC(=O)O)C=CC1C=1N(C2=NC=NC(=C2N1)OC1(CC1)C)CC1=C(C=CC(=C1)Cl)OC